[(2R,3S,4R,5R)-5-[6-[(3-cyanophenyl)-methylamino]purin-9-yl]-3,4-dihydroxy-tetrahydrofuran-2-yl]-methoxymethylphosphonic acid C(#N)C=1C=C(C=CC1)N(C1=C2N=CN(C2=NC=N1)[C@H]1[C@@H]([C@@H]([C@@H](O1)C(OC)P(O)(O)=O)O)O)C